NC1=NC=CC=C1S(=O)(=O)NC(=O)C=1C(=NC(=CC1)C1=C(C=CC=C1)OCC(C)C)N1C(C[C@@H](C1)C)(C)C N-[(2-Amino-3-pyridyl)sulfonyl]-6-(2-isobutoxyphenyl)-2-[(4S)-2,2,4-trimethylpyrrolidin-1-yl]pyridin-3-carboxamid